OC[C@H](O)[C@@H](O)[C@H](O)[C@H](O)CO |r| DL-sorbitol